2-(oxetan-3-yl)-2h,4h-chromen O1CC(C1)C1OC2=CC=CC=C2CC1